ClC=1C=C(OC=2C=CC3=C([S@@](C([C@H]3F)(F)F)=O)C2C(F)F)C=C(C1)F (1S,3S)-6-(3-chloro-5-fluorophenoxy)-7-(difluoromethyl)-2,2,3-trifluoro-2,3-dihydrobenzo[b]thiophene 1-oxide